OCCNCCC(CC)N N-(2-hydroxyethyl)-1,3-pentanediamine